methyl ((3-(4-chloro-6-(hydroxymethyl)-7-isopropyl-7H-pyrrolo[2,3-d]pyrimidin-5-yl)-5-cyclopropylisoxazol-4-yl)sulfonyl)carbamate, tetrabutylammonium salt C(CCC)[N+](CCCC)(CCCC)CCCC.ClC=1C2=C(N=CN1)N(C(=C2C2=NOC(=C2S(=O)(=O)NC(OC)=O)C2CC2)CO)C(C)C